methyl (2R)-2-[benzyl-[2-(m-tolyl)-2-oxo-ethyl]amino]propanoate C(C1=CC=CC=C1)N([C@@H](C(=O)OC)C)CC(=O)C=1C=C(C=CC1)C